(S)-3-(3,5-dichlorophenyl)-3-(2-((2-methyl-5,6,7,8-tetrahydro-1,8-naphthyridin-3-yl)methyl)-2H-1,2,3-triazole-4-carboxamido)propionic acid ClC=1C=C(C=C(C1)Cl)[C@H](CC(=O)O)NC(=O)C1=NN(N=C1)CC=1C(=NC=2NCCCC2C1)C